(2,6-dimethylphenyl)-5-(3-((1R)-3-(trifluoromethoxy)cyclopentyl)phenyl)pyrazin-2-amine CC1=C(C(=CC=C1)C)C=1C(=NC=C(N1)C1=CC(=CC=C1)[C@H]1CC(CC1)OC(F)(F)F)N